CC1=CC=C(C=C1)S(=O)(=O)OC1=CC(=C(C(=C1)OCC1=NC=CC=N1)C(=O)N1CCCC1)OS(=O)(=O)C1=CC=C(C=C1)C 5-(pyrimidin-2-ylmethoxy)-4-(pyrrolidine-1-carbonyl)-1,3-phenylene bis(4-methylbenzenesulfonate)